C(C)N1N=CC(=C1)NC1=NC=CC(=N1)C1=CN(C2=CC(=CC=C12)NC(C=C)=O)C N-[3-[2-[(1-ethylpyrazol-4-yl)amino]pyrimidin-4-yl]-1-methyl-indol-6-yl]prop-2-enamide